5-(4-amino-2-fluoro-phenoxy)-4-methyl-pyridin-3-ol NC1=CC(=C(OC=2C(=C(C=NC2)O)C)C=C1)F